N-(6-aminohexyl)pentanamide hydrochloride Cl.NCCCCCCNC(CCCC)=O